C1(CC1)N1N=CC(=C1)C1=C(C=NC=C1)OC 4-(1-cyclopropyl-1H-pyrazol-4-yl)-3-methoxypyridin